lauryl-pentanediamine C(CCCCCCCCCCC)C(CCCC)(N)N